ClC=1C=C(C=NC1)CN1N=C2N([C@@H](CCC2)C(=O)O)C1=O (5S)-2-[(5-Chloropyridin-3-yl)methyl]-3-oxo-2,3,5,6,7,8-hexahydro[1,2,4]triazolo[4,3-a]pyridine-5-carboxylic acid